4-(N-3-pentylamino)benzoic acid CCC(CC)NC1=CC=C(C(=O)O)C=C1